C(C1=CC=CC=C1)OC(=O)NC1CCN(CC1)C(C#CC1(CCN(CC1)C(=O)OC(C)(C)C)O)=O tert-butyl 4-(3-(4-(((benzyloxy) carbonyl) amino) piperidin-1-yl)-3-oxoprop-1-yn-1-yl)-4-hydroxypiperidine-1-carboxylate